FC(CN1N=CC=2C1=NC(=CN2)N2CCC1(CC(N(C1)C1=C(C=C(C=C1)F)F)=O)CC2)F 8-(1-(2,2-difluoroethyl)-1H-pyrazolo[3,4-b]pyrazin-6-yl)-2-(2,4-difluorophenyl)-2,8-diazaspiro[4.5]decan-3-one